3-chlorobenzyl ((2S)-4-methyl-1-oxo-1-((1-oxo-3-(2-oxo-1-azaspiro[4.5]decan-3-yl)propan-2-yl)amino)pentan-2-yl)carbamate CC(C[C@@H](C(NC(C=O)CC1C(NC2(C1)CCCCC2)=O)=O)NC(OCC2=CC(=CC=C2)Cl)=O)C